1,1-dioxo-1,2-benzisothiazol O=S1(N=CC2=C1C=CC=C2)=O